ClC1=CC(=NC(=C1)C1=CC=C(C=C1)OC)N1N=C2C(=C1)CN(C2)C(=O)OC(C)(C)C tert-butyl 2-(4-chloro-6-(4-methoxyphenyl)pyridin-2-yl)-4,6-dihydropyrrolo[3,4-c]pyrazole-5(2H)-carboxylate